CC1=C(OCC(=O)OC)C=CC(=C1)OC\C=C(\C1=CC=C(C=C1)C(F)(F)F)/C1=CC=C(C=C1)C#CC=1SC(=CC1)C methyl (E)-[2-methyl-4-[3-[4-[(5-methylthiophen-2-yl)ethynyl]phenyl]-3-(4-trifluoromethylphenyl)allyloxy]phenoxy]acetate